tert-butyl (E)-(1-(((dimethylamino)methylene)amino)-1-oxopropan-2-yl)carbamate CN(C)\C=N\C(C(C)NC(OC(C)(C)C)=O)=O